tert-butyl N-[1-(6-chloropyridazin-3-yl)pyrrolidin-3-yl]-N-(cyclopropylmethyl)carbamate ClC1=CC=C(N=N1)N1CC(CC1)N(C(OC(C)(C)C)=O)CC1CC1